n-octylsilan C(CCCCCCC)[SiH3]